2-[1-(6-Methyl-4-oxo-2-spiro[3a,4,6,6a-tetrahydro-2H-furo[3,4-b]pyrrole-3,1'-cyclobutane]-1-yl-chromen-8-yl)ethylamino]benzoic acid CC=1C=C2C(C=C(OC2=C(C1)C(C)NC1=C(C(=O)O)C=CC=C1)N1C2C(COC2)C2(CCC2)C1)=O